N-BOCdipropyl-(butyl)hydroxylamine trans-tert-butyl-3-((methylsulfonyl)oxy)-6-azabicyclo[3.1.1]heptane-6-carboxylate C(C)(C)(C)OC(=O)N1C2CC(CC1C2)OS(=O)(=O)C.C(=O)(OC(C)(C)C)N(O)CCCC(CCC)CCC